C(C)(=O)[O-].C(C)N1C=[N+](C=C1)CC 1-Ethyl-3-ethyl-imidazolium acetat